C(C)OC(C[C@@H](C=1C=C(C=CC1)C1=C(C=CC=C1)OC)N)=O (S)-3-amino-3-(2'-methoxybiphenyl-3-yl)propionic acid ethyl ester